5-Fluoro-6-methoxy-3-(3-{4-[3-(morpholin-4-yl)azetidine-1-carbonyl]phenyl}-1,2-oxazol-5-yl)-1H-indazole FC=1C=C2C(=NNC2=CC1OC)C1=CC(=NO1)C1=CC=C(C=C1)C(=O)N1CC(C1)N1CCOCC1